(R)-4-(3H-[1,2,3]triazolo[4,5-b]pyridin-3-yl)-2,6-difluoro-N-(8-methylisoquinolin-1-yl)-N-(piperidin-3-yl)benzamide formic acid salt C(=O)O.N1=NN(C2=NC=CC=C21)C2=CC(=C(C(=O)N([C@H]1CNCCC1)C1=NC=CC3=CC=CC(=C13)C)C(=C2)F)F